O1C(CCCC1)OC=1C=C(C=CC1)C=CC(=O)C1=CC=C(C=C1)OC1OCCCC1 3-[3-(Oxan-2-yloxy)phenyl]-1-[4-(oxan-2-yloxy)phenyl]prop-2-en-1-one